(R)-4-formyl-2,2-dimethyloxazolidine C(=O)[C@@H]1NC(OC1)(C)C